OCC1=C(C(C=O)=CC(=C1)[N+](=O)[O-])O 3-Hydroxymethyl-5-nitrosalicylaldehyde